tert-butyl 2-[(E)-2-methoxyvinyl]-6-azaspiro[2.5]octane-6-carboxylate CO/C=C/C1CC12CCN(CC2)C(=O)OC(C)(C)C